C(CC)OC(OCCC)[SiH2]C1=C(C=CC=C1)C=C dipropoxymethyl-(2-vinylphenyl)silane